O=C1NC(CCC1N1C(C2=CC=C(C=C2C1=O)N1CCN(CC1)C[C@@H]1CN(CC1)C(=O)OC(C)(C)C)=O)=O tert-butyl (3R)-3-[[4-[2-(2,6-dioxo-3-piperidyl)-1,3-dioxo-isoindolin-5-yl]piperazin-1-yl]methyl]pyrrolidine-1-carboxylate